N-cyclohexyl-N-ethyl-3-(2-(piperidin-3-yl)-1H-benzo[d]imidazol-1-yl)propanamide TFA salt OC(=O)C(F)(F)F.C1(CCCCC1)N(C(CCN1C(=NC2=C1C=CC=C2)C2CNCCC2)=O)CC